2-Ethylhexyl 3-[[3-amino-4-[7-fluoro-2-(oxan-2-yl)indazol-4-yl]-2-[(4-methoxyphenyl)methoxy]-1,7-phenanthroline-6-yl]sulfanyl]propanoate NC=1C(=NC2=C3C=CC=NC3=C(C=C2C1C=1C2=CN(N=C2C(=CC1)F)C1OCCCC1)SCCC(=O)OCC(CCCC)CC)OCC1=CC=C(C=C1)OC